BrC=1C=C(C=C2C(=CNC12)C(=O)NC)Cl 7-bromo-5-chloro-N-methyl-1H-indole-3-carboxamide